2-(7-((2S,5R)-4-(1-(4-(4,4-difluoropiperidine-1-carbonyl)phenyl)ethyl)-2,5-diethylpiperazin-1-yl)-4-methyl-5-oxo-4,5-dihydro-2H-pyrazolo[4,3-b]pyridin-2-yl)acetonitrile FC1(CCN(CC1)C(=O)C1=CC=C(C=C1)C(C)N1C[C@@H](N(C[C@H]1CC)C=1C=2C(N(C(C1)=O)C)=CN(N2)CC#N)CC)F